C(C)(C)C1=CC(=CC(=N1)N1N=CC=2C(=NC(=CC21)N2N=CC=1C=NC=CC12)C)N1[C@@H]([C@H](C1)CS(=O)(=O)C)C 1'-(6-Isopropyl-4-((2R,3S)-2-methyl-3-((methylsulfonyl)methyl)azetidin-1-yl)pyridin-2-yl)-4'-methyl-1'H-1,6'-bipyrazolo[4,3-c]pyridine